NC1=NC(=NC=2N1N=C(N2)C=2OC=CC2)NCCCC2=CC=C(C=C2)NS(=O)(=O)C=2C=C(C1=C(C(NC(O1)=O)=O)C2)Cl N-(4-(3-((7-amino-2-(furan-2-yl)-[1,2,4]triazolo[1,5-a][1,3,5]triazin-5-yl)amino)propyl)phenyl)-8-chloro-2,4-dioxo-3,4-dihydro-2H-benzo[e][1,3]oxazine-6-sulfonamide